4-oxo-6-(2-(pyridin-2-yl)cyclobutyl)-1-((S)-1-(6-(trifluoromethyl)pyridin-3-yl)ethyl)-4,5-dihydro-1H-pyrazolo[3,4-d]pyrimidine-3-carbonitrile O=C1C2=C(N=C(N1)C1C(CC1)C1=NC=CC=C1)N(N=C2C#N)[C@@H](C)C=2C=NC(=CC2)C(F)(F)F